5-(tert-butyl)-N-(2-(difluoromethyl)-4-(6-(1-methyl-1H-pyrazol-4-yl)pyrazolo[1,5-a]pyrazin-4-yl)benzyl)-1,3,4-oxadiazole-2-carboxamide C(C)(C)(C)C1=NN=C(O1)C(=O)NCC1=C(C=C(C=C1)C=1C=2N(C=C(N1)C=1C=NN(C1)C)N=CC2)C(F)F